ClC1=NC=NC(=C1)C1=CC(=CC=C1)Cl 4-chloro-6-(3-chlorophenyl)pyrimidine